n-hexadecenyl-amine C(=CCCCCCCCCCCCCCC)N